[N-]=C=O.[N-]=C=O.C1(=CC=CC=C1)CCC1=CC=CC=C1 1,2-diphenyl-ethane diisocyanate